N-(3-(3-(1-cyclobutyl-1H-pyrazol-4-yl)-2-methoxyphenyl)-1-methyl-1H-pyrazolo[3,4-c]pyridin-5-yl)cyclopropanecarboxamide C1(CCC1)N1N=CC(=C1)C=1C(=C(C=CC1)C1=NN(C2=CN=C(C=C21)NC(=O)C2CC2)C)OC